2-Amino-3-methyl-butyric acid 5-(2-{[3-(4-chlorophenyl)adamantane-1-carbonyl]amino}ethyl)-2-hydroxyphenyl ester ClC1=CC=C(C=C1)C12CC3(CC(CC(C1)C3)C2)C(=O)NCCC=2C=CC(=C(C2)OC(C(C(C)C)N)=O)O